C1(CC1)C=1C=C(C(=C(C1)O)C=1C=2N(C(=NN1)N[C@H]1C[C@H](CCC1)O)C=CC2)F 5-cyclopropyl-3-fluoro-2-(4-{[(1r,3s)-3-hydroxycyclohexyl]amino}pyrrolo[1,2-d][1,2,4]triazin-1-yl)phenol